N-[2-amino-5-(4-fluorophenyl)phenyl]-4-(pyrazin-2-ylsulfonimidoyl)benzamide 3,4-dimethoxy-6-nitrobenzyl-carbamate COC=1C=C(CNC(O)=O)C(=CC1OC)[N+](=O)[O-].NC1=C(C=C(C=C1)C1=CC=C(C=C1)F)NC(C1=CC=C(C=C1)S(=O)(=N)C1=NC=CN=C1)=O